{3-(acryloyloxy)propyl}trimethylammonium chloride [Cl-].C(C=C)(=O)OCCC[N+](C)(C)C